FC(C(=O)O)(F)F.OC1=C(C=CC=C1C1=CC(=NO1)N1CCNCC1)C=1C=C2CCN(C2=CC1)C(C)=O 1-(5-(2-Hydroxy-3-(3-(piperazin-1-yl)isoxazol-5-yl)phenyl)indolin-1-yl)ethanone 2,2,2-trifluoroacetate